methyl (1s,4s)-4-(3-chloroanilino)-2'-(3-hydroxyphenyl)spiro[cyclohexane-1,1'-indene]-4-carboxylate ClC=1C=C(NC2(CCC3(C(=CC4=CC=CC=C34)C3=CC(=CC=C3)O)CC2)C(=O)OC)C=CC1